5-[4-[(2-Ethyl-5-methyl-3-oxo-4H-quinoxalin-6-yl)methyl]piperazin-1-yl]-N-methyl-pyridine-2-carboxamide C(C)C1=NC2=CC=C(C(=C2NC1=O)C)CN1CCN(CC1)C=1C=CC(=NC1)C(=O)NC